C(#N)C=1C=C(C=CC1)C(CCC1CC1)(N[S@](=O)C(C)(C)C)C=1C=CC(=C(C1)NC(=O)[C@@H]1N(C[C@](C1)(C1=CC=CC=C1)O)C(=O)OC(C)(C)C)F (2R,4S)-tert-butyl 2-(5-((-)-1-(3-cyanophenyl)-3-cyclopropyl-1-((R)-1,1-dimethylethylsulfinamido)propyl)-2-fluorophenylcarbamoyl)-4-hydroxy-4-phenylpyrrolidine-1-carboxylate